(Z)-2-cyano-3-hydroxy-N-(3-methyl-4-(trifluoromethyl)phenyl)-3-(5-methylisoxazol-4-yl)acrylamide C(#N)/C(/C(=O)NC1=CC(=C(C=C1)C(F)(F)F)C)=C(\C=1C=NOC1C)/O